C(=O)O.C(#N)C(C)(C)C=1C=C(C(=O)NC2=C(C=C(C(=C2)C2=CC3=C(N=C(N=C3)N(C)C)N3C2=NCC3)C)F)C=CC1 3-(2-cyanopropan-2-yl)-N-(5-(2-(dimethylamino)-8,9-dihydroimidazo[1',2':1,6]pyrido[2,3-d]pyrimidin-6-yl)-2-fluoro-4-methylphenyl)benzamide formate